FC1=CC=2N(C=C1)C(=CN2)C2=C1CNC(C1=C(C=C2)NC2=NC=C(C=C2)[C@@H](C)N2C[C@@H](OCC2)C)=O 4-(7-fluoroimidazo[1,2-a]pyridin-3-yl)-7-((5-((R)-1-((S)-2-methylmorpholino)ethyl)pyridin-2-yl)amino)isoindolin-1-one